COC1=CC=C(CN2C(C3=CC=C(C=C3C3(C2)CC3)C=C)=O)C=C1 2'-(4-methoxybenzyl)-6'-vinyl-2',3'-dihydro-1'H-spiro[cyclopropane-1,4'-isoquinolin]-1'-one